C(C)(=O)O[C@H](C(=O)N1[C@@H](C[C@H](C1)O)C(NCC1=CC=C(C=C1)C1=C(N=CS1)C)=O)C (S)-1-((2S,4r)-4-hydroxy-2-((4-(4-methylthiazol-5-yl) benzyl) carbamoyl) pyrrolidin-1-yl)-1-oxopropan-2-yl acetate